CC1=C(C=CC(=C1)OC1=CC=NC2=CC(=C(C=C12)OC)OCCCN1CCOCC1)NC(=O)C1(CC1)C(=O)N N'-[2-methyl-4-({6-(methyloxy)-7-[(3-morpholin-4-ylpropyl)oxy]quinolin-4-yl}oxy)phenyl]cyclopropane-1,1-dicarboxamide